C1(=CC=CC=C1)C(CSC1=C(N=C2N1C=CC=C2)C2=CC=CC=C2)N 1-phenyl-2-((2-phenylimidazo[1,2-a]pyridin-3-yl)thio)ethane-1-amine